FC=1C(=C(C=C(C1)F)C1CCC(CC1)OCC1=NC=CC=C1NC(OC(C)(C)C)=O)O tert-butyl (2-((((1s,4s)-4-(3,5-difluoro-2-hydroxyphenyl)cyclohexyl) oxy)methyl)pyridin-3-yl)carbamate